Propan-2-yl 6-(2-{[7-(5-methyl-1,2,4-oxadiazol-3-yl)isoquinolin-1-yl]amino}ethyl)-5-oxo-5,6,7,8-tetrahydro-1,6-naphthyridine-3-carboxylate CC1=NC(=NO1)C1=CC=C2C=CN=C(C2=C1)NCCN1C(C=2C=C(C=NC2CC1)C(=O)OC(C)C)=O